Cl.C(C)(C)C1=C(C=CC=C1)N1CCC2(CC1)C(C1=CC=CC=C1C2)O (2-isopropylphenyl)-1,3-dihydrospiro[indene-2,4'-piperidine]-1-ol hydrochloride